ClCC1CNC=2C=C(C3=C(C12)C=CC=C3)N3C=1[C@H](CCC3)CSSC1 (S)-1-(chloromethyl)-2,3-dihydro-1H-benzo[e]indole-5-yl-(trans)-hexahydro-[1,2]dithiino[4,5-b]pyridine